4-oxo-4-[(4-vinylbenzyl)oxy]butanoic acid O=C(CCC(=O)O)OCC1=CC=C(C=C1)C=C